tert-butyl 5-(4-(4-(tert-butoxycarbonyl) piperazine-1-carbonyl)phenyl)-3-(pyridin-4-ylcarbamoyl)-1H-indazole-1-carboxylate C(C)(C)(C)OC(=O)N1CCN(CC1)C(=O)C1=CC=C(C=C1)C=1C=C2C(=NN(C2=CC1)C(=O)OC(C)(C)C)C(NC1=CC=NC=C1)=O